Cl.C1NCCC2=C(C=CC=C12)C(O)C1=CC=C(C=C1)C(F)(F)F (1,2,3,4-tetrahydroisoquinolin-5-yl)(4-(trifluoromethyl)phenyl)methanol hydrochloride